3-(5-chloro-1-methyl-1H-imidazol-2-yl)propionic acid ClC1=CN=C(N1C)CCC(=O)O